tert-octyl iodide C(C)(C)(CC(C)(C)C)I